ClC1=C(C=CC(=N1)[C@@H]1CC([C@H](C2(CCCC2)C1)O)(F)F)OC(F)F (6s,9s)-9-(6-chloro-5-(difluoromethoxy)pyridin-2-yl)-7,7-difluorospiro[4.5]decan-6-ol